ClC1=CC=C2C(=CC(=NC2=C1Cl)N(CCN(S(=O)(=O)C)CC=1C=C(C(=O)O)C=CC1)C)N1C=NC=C1 3-((N-(2-((7,8-Dichloro-4-(1H-Imidazol-1-Yl)Quinolin-2-Yl)(Methyl)Amino)Ethyl)Methylsulfonamido)Methyl)Benzoic Acid